(E)-3-(2-((2-(1H-Indol-3-yl)ethyl)(4-(3-methoxy-3-oxoprop-1-en-1-yl)benzyl)amino)ethoxy)propanoic acid N1C=C(C2=CC=CC=C12)CCN(CCOCCC(=O)O)CC1=CC=C(C=C1)\C=C\C(=O)OC